5-(2-methylimidazo[1,2-b]pyridazin-6-yl)-N-(6-(4-methylpiperazin-1-yl)pyridin-3-yl)-7H-pyrrolo[2,3-d]pyrimidin-2-amine CC=1N=C2N(N=C(C=C2)C2=CNC=3N=C(N=CC32)NC=3C=NC(=CC3)N3CCN(CC3)C)C1